1-isobutyl-3-methyl-N-((1r,4r)-4-(4-(2,2,2-trifluoroethyl)piperazin-1-yl)cyclohexyl)-1H-thieno[2,3-c]pyrazole-5-carboxamide C(C(C)C)N1N=C(C2=C1SC(=C2)C(=O)NC2CCC(CC2)N2CCN(CC2)CC(F)(F)F)C